5-methyl-2-azabicyclo[3.1.0]hexane-3-carboxylic acid benzyl ester C(C1=CC=CC=C1)OC(=O)C1NC2CC2(C1)C